2-dodecyloxymethyloxirane C(CCCCCCCCCCC)OCC1OC1